3-(4-(hydroxyethyl)pyridazin-6-yl)imidazole OCCC1=CN=NC(=C1)N1C=NC=C1